(1R,2S,5S)-6,6-dimethyl-3-[(2S)-3-phenyl-2-[[(3R)-tetrahydrofuran-3-carbonyl]amino]propanoyl]-3-azabicyclo[3.1.0]hexane-2-carboxylic acid CC1([C@H]2CN([C@@H]([C@@H]12)C(=O)O)C([C@H](CC1=CC=CC=C1)NC(=O)[C@H]1COCC1)=O)C